FC(OC=1C=C(C=CC1)C1=NOC(=N1)C1=NN(C(C=C1)=O)CC(=O)NCC)F 2-(3-(3-(3-(difluoromethoxy)phenyl)-1,2,4-oxadiazol-5-yl)-6-oxopyridazin-1(6H)-yl)-N-ethylacetamide